C(C)OC(=O)[C@H]1C(NC[C@@H]1C1=NN(C(=C1)C(F)(F)F)C)=O.C(C1=CC=CC=C1)(=O)C1=CC=C(C=C1)NC(C=C)=O N-(4-benzoylphenyl)acrylamide ethyl-(3R,4R)-4-[1-methyl-5-(trifluoromethyl)-1H-pyrazol-3-yl]-2-oxo-3-pyrrolidinecarboxylate